ClC=1C=CC2=C(C3=C(C(N(C2)C)=O)N=CC=C3)C1 10-Chloro-6-methyl-6,7-dihydro-4,6-diaza-dibenzo[a,c]cyclohepten-5-one